4,4,5,5-tetramethyl-2-(4,4,5-trimethyl-1,3,2-dioxaborolan-2-yl)-1,3,2-dioxaborolane CC1(OB(OC1(C)C)B1OC(C(O1)(C)C)C)C